(S)-1-(2-Chloro-pyridin-4-ylmethyl)-2-methyl-7-((R)-3-methylmorpholin-4-yl)-2-trifluoromethyl-2,3-dihydro-1H-imidazo[1,2-a]-pyrimidin-5-one ClC1=NC=CC(=C1)CN1[C@@](CN2C1=NC(=CC2=O)N2[C@@H](COCC2)C)(C(F)(F)F)C